4-methoxy-N-[(4-methoxyphenyl)methyl]-6-(trifluoromethyl)pyridin-2-amine COC1=CC(=NC(=C1)C(F)(F)F)NCC1=CC=C(C=C1)OC